(1'R,2'R)-4-(1-(2H-1,2,3-triazol-2-yl)ethyl)-5'-methyl-2'-(prop-1-en-2-yl)-6-(2-(3-(prop-2-yn-1-yl)-3H-diazirin-3-yl)ethoxy)-1',2',3',4'-tetrahydro-[1,1'-biphenyl]-2-ol N=1N(N=CC1)C(C)C=1C=C(C(=C(C1)OCCC1(N=N1)CC#C)[C@H]1[C@@H](CCC(=C1)C)C(=C)C)O